C(C)(C)(C)C=1C=C(C=C(C1O)C)CCCOP1OC2=C(C3=C(O1)C(=CC(=C3)C(C)(C)C)C(C)(C)C)C=C(C=C2C(C)(C)C)C(C)(C)C 6-[3-(3-t-butyl-4-hydroxy-5-methylphenyl)propoxy]-2,4,8,10-tetra-t-butyl-dibenzo[d,f][1,3,2]-dioxaphosphepin